2-(2,6-dioxo-3-piperidyl)-5-[4-[[4-[4-(4-nitrophenyl)piperazin-1-yl]-1-piperidyl]methyl]-1-piperidyl]isoindoline-1,3-dione O=C1NC(CCC1N1C(C2=CC=C(C=C2C1=O)N1CCC(CC1)CN1CCC(CC1)N1CCN(CC1)C1=CC=C(C=C1)[N+](=O)[O-])=O)=O